BrC=1C(=C(C(=CC1)OC)O)OC 3-bromo-2,6-dimethoxyphenol